5-(4-cyclopropyl-1H-imidazol-1-yl)-2-fluoro-N-(6-(1-isopropyl-1H-1,2,3-triazol-5-yl)pyridin-2-yl)-4-methylbenzamide C1(CC1)C=1N=CN(C1)C=1C(=CC(=C(C(=O)NC2=NC(=CC=C2)C2=CN=NN2C(C)C)C1)F)C